CN([C@@H](C)C(=O)[O-])C(C=CC1=CC(=C(C=C1)OCC=C)OC)=O methyl-(3-(4-(allyloxy)-3-methoxyphenyl) acryloyl)-L-alaninate